(3R,8S,9aR)-8-(2,3-dichloro-6-hydroxyphenyl)-3-[(1S)-1-hydroxyethyl]-hexahydro-2H-pyrido[1,2-a]pyrazine-1,4-dione ClC1=C(C(=CC=C1Cl)O)[C@@H]1C[C@H]2N(C([C@H](NC2=O)[C@H](C)O)=O)CC1